2-((2-methyl-4-(trifluoromethoxy)-phenyl)amino)-N-(3-methylpyridin-4-yl)-5-(trifluoromethyl)-benzamide CC1=C(C=CC(=C1)OC(F)(F)F)NC1=C(C(=O)NC2=C(C=NC=C2)C)C=C(C=C1)C(F)(F)F